O1CCC(CC1)NC (tetrahydro-2H-pyran-4-yl)-methylamine